(S)-2-((benzoyloxy)methyl)-5-oxopyrrolidine-1-carboxylic acid tert-butyl ester C(C)(C)(C)OC(=O)N1[C@@H](CCC1=O)COC(C1=CC=CC=C1)=O